N,N-bis(carboxymethyl)-L-glutamic acid tetrasodium [Na].[Na].[Na].[Na].C(=O)(O)CN([C@@H](CCC(=O)O)C(=O)O)CC(=O)O